BrC=1C=C(C=C2C(N(C(=NC12)NC[C@H](C)O)C([2H])([2H])C=1C=NN(C1)C)=O)S(=O)(=O)NC1(CC1)C 8-bromo-2-{[(2S)-2-hydroxypropyl]amino}-N-(1-methylcyclopropyl)-3-[(1-methylpyrazol-4-yl)(2H2)methyl]-4-oxoquinazoline-6-sulfonamide